Cl.C(C1=CC=CC=C1)OC(N[C@@H]1[C@@H](NCC1)CC1=CC(=CC=C1)Br)=O ((2S,3S)-2-(3-bromobenzyl)pyrrolidin-3-yl)carbamic acid benzyl ester hydrochloride